2-chloro-N-(4-methoxybenzyl)-6-(trifluoromethyl)pyridin-4-amine ClC1=NC(=CC(=C1)NCC1=CC=C(C=C1)OC)C(F)(F)F